antimony oxychloride antimony [Sb].O(Cl)Cl.[Sb]